tert-butyl (2S,5R)-4-(1-(2,2-dimethylbenzo[d][1,3]dioxol-5-yl) ethyl)-2,5-dimethylpiperazine-1-carboxylate CC1(OC2=C(O1)C=CC(=C2)C(C)N2C[C@@H](N(C[C@H]2C)C(=O)OC(C)(C)C)C)C